N-(5-(6-(4-(tert-butyl)-2-(tetrahydro-2H-pyran-4-yl)phenyl)-1-oxo-3,4-dihydroisoquinolin-2(1H)-yl)-2-((2-methoxyethoxy)methoxy)phenyl)methanesulfonamide C(C)(C)(C)C1=CC(=C(C=C1)C=1C=C2CCN(C(C2=CC1)=O)C=1C=CC(=C(C1)NS(=O)(=O)C)OCOCCOC)C1CCOCC1